6-chloro-7-fluoro-2-methylquinazolin ClC=1C=C2C=NC(=NC2=CC1F)C